3-(difluoromethylaminomethyl)methyloxetane FC(F)NCC1C(OC1)C